N-(3-(dimethylamino)propyl)-2,6-dimethyl-1-oxo-1,2-dihydrobenzo[b][1,6]naphthyridine-4-carboxamide CN(CCCNC(=O)C1=CN(C(C=2C=C3C(=NC12)C(=CC=C3)C)=O)C)C